ruthenium (II) bis(tetrabutylammonium) C(CCC)[N+](CCCC)(CCCC)CCCC.C(CCC)[N+](CCCC)(CCCC)CCCC.[Ru+2]